C1(CC1)OC=1C=C(NNC1)S(=O)(=O)NC(NC1=C2CCCC2=CC(=C1C1=CC=2N(C=C1)N=CC2)C)=O 5-cyclopropoxy-N-((6-methyl-5-(pyrazolo[1,5-a]pyridin-5-yl)-2,3-dihydro-1H-inden-4-yl)carbamoyl)-1H-pyridazine-3-sulfonamide